F[C@@](C(=O)O)(O)[C@@H](O)[C@H](O)[C@H](O)C(=O)O fluoroglucaric acid